C(#N)C1=C(C=CC(=C1)C(N(C)C)=O)[C@H]([C@@H](C)C=1N(C(C(=C(N1)C(=O)NC=1C=NOC1)O)=O)C)C=1C=NN(C1)C 2-((1S,2R)-1-(2-cyano-4-(dimethylcarbamoyl)phenyl)-1-(1-methyl-1H-pyrazol-4-yl)propan-2-yl)-5-hydroxy-N-(isoxazol-4-yl)-1-methyl-6-oxo-1,6-dihydropyrimidine-4-carboxamide